(S)-5-(tert-Butyldimethylsilyloxy)-1-((S)-1-(3-chloro-5-fluoro-2-(hydroxymethyl)phenyl)ethyl)piperidin-2-one [Si](C)(C)(C(C)(C)C)O[C@H]1CCC(N(C1)[C@@H](C)C1=C(C(=CC(=C1)F)Cl)CO)=O